1-((4-((3-(1H-imidazol-1-yl)benzyl)(3-methoxybenzyl)amino)pyridin-2-yl)methyl)piperazin-2-one N1(C=NC=C1)C=1C=C(CN(C2=CC(=NC=C2)CN2C(CNCC2)=O)CC2=CC(=CC=C2)OC)C=CC1